N1=CC(=CC2=CC=CC=C12)NC(C1=CC=CC=C1)=O N-(3-quinolyl)benzamide